1-(6-(([1,1'-biphenyl]-4-ylmethyl)amino)-9-isopropyl-9H-purin-2-yl)pyrrolidine C1(=CC=C(C=C1)CNC1=C2N=CN(C2=NC(=N1)N1CCCC1)C(C)C)C1=CC=CC=C1